diisopropyl-octyl-dimethyl-aminosilane C(C)(C)N([Si](C)(C)CCCCCCCC)C(C)C